ClC=1C(=NC=C(C1)F)CN 1-(3-chloro-5-fluoropyridin-2-yl)methylamine